methyl (6-(benzyloxy)-2-methyl-9-phenoxy-[1,2,4]triazolo[5,1-a]isoquinoline-5-carbonyl)glycinate C(C1=CC=CC=C1)OC1=C(N2C(C3=CC(=CC=C13)OC1=CC=CC=C1)=NC(=N2)C)C(=O)NCC(=O)OC